C(C)OCC(CNC1=CC=C(C=C1)NCC(COCC)O)O 1,4-bis[3-ethoxy-2-hydroxy-propylamino]benzene